CN1C=2C=CC(=NC2C(=C(C1=O)C#N)N1C[C@H]([C@H](CC1)OC1=CC=C(C=C1)C(F)(F)F)C)C#N 5-Methyl-8-((3R,4S)-3-methyl-4-(4-(trifluoromethyl)phenoxy)piperidin-1-yl)-6-oxo-5,6-dihydro-1,5-naphthyridin-2,7-dicarbonitril